FC[C@@H]1[C@@H](N(C1)C(=O)C=1C(=NN2C1NC(=CC2=O)CCCCCCCCC)C2=NC=CN=C2C)C 3-((2S,3S)-3-(fluoromethyl)-2-methylazetidine-1-carbonyl)-2-(3-methylpyrazin-2-yl)-5-nonylpyrazolo[1,5-a]pyrimidin-7(4H)-one